C(C)(C)C1=C(NC2=CC=C(C=C12)C1CCN(CC1)C(CNC)=O)C=1C=C(C=2N(C1)N=CN2)OC 1-(4-(3-isopropyl-2-(8-methoxy-[1,2,4]triazolo[1,5-a]pyridin-6-yl)-1H-indol-5-yl)piperidin-1-yl)-2-(methylamino)ethan-1-one